OCCC1CN(C1)C1=CC=C(C=C1)C1C(NC(CC1)=O)=O 3-(4-(3-(2-hydroxyethyl)azetidin-1-yl)phenyl)piperidine-2,6-dione